tert-butyl 9-(4-(2,6-dioxopiperidin-3-yl)-3,5-difluorophenyl)-3,9-diazaspiro[5.5]undecane-3-carboxylate O=C1NC(CCC1C1=C(C=C(C=C1F)N1CCC2(CCN(CC2)C(=O)OC(C)(C)C)CC1)F)=O